[N+](=O)([O-])C=1C=CC2=C(CNC(C3N2CCN(C3)C(=O)OC(C)(C)C)=O)C1 tert-butyl 9-nitro-5-oxo-1,2,4a,5,6,7-hexahydrobenzo[f]pyrazino[1,2-a][1,4]diazepine-3(4H)-carboxylate